(2S,4R)-tert-butyl 4-hydroxy-2-(((S)-4-phenylbut-3-yn-2-yl)carbamoyl)pyrrolidine-1-carboxylate O[C@@H]1C[C@H](N(C1)C(=O)OC(C)(C)C)C(N[C@@H](C)C#CC1=CC=CC=C1)=O